ClC=1C(=C(C=CC1)NC1=C(NC2=C1C(NCC2)=O)C2=CC=NC1=CC=C(N=C21)[C@@H](C)OCC)OC 3-[(3-chloro-2-methoxyphenyl)amino]-2-[6-[(1R)-1-ethoxyethyl]-1,5-naphthyridin-4-yl]-1H,5H,6H,7H-pyrrolo[3,2-c]pyridin-4-one